ClC1=CC=2C3=C(C(=NC2C(=C1C1=CC=CC=C1)F)N1C(=NC=C1)C)N=CN3[C@@H]3C[C@H](N(CC3)C(\C=C\CN(C)C)=O)CC#N ((2S,4S)-4-(8-chloro-6-fluoro-4-(2-methyl-1H-imidazol-1-yl)-7-phenyl-1H-imidazo[4,5-c]quinolin-1-yl)-1-((E)-4-(dimethylamino)but-2-enoyl)piperidin-2-yl)acetonitrile